(3S)-1-(1-(5-(2,6-DIOXOPIPERIDIN-3-YL)PYRIDIN-2-YL)PIPERIDINE-4-CARBONYL)PYRROLIDINE-3-CARBOXYLIC ACID O=C1NC(CCC1C=1C=CC(=NC1)N1CCC(CC1)C(=O)N1C[C@H](CC1)C(=O)O)=O